NC1=C(C(=O)OC)C=C(C(=C1)Cl)Cl methyl 2-amino-4,5-dichlorobenzoate